1-(2-(difluoromethoxy)pyridin-3-yl)-3-methyl-5,6,7,8-tetrahydroimidazo[1,5-a]pyrazine FC(OC1=NC=CC=C1C=1N=C(N2C1CNCC2)C)F